(R)-6-(2-(ethoxymethoxy)-4-(prop-1-yn-1-yl)phenyl)-5-methyl-N-(1-methylpiperidin-3-yl)pyridazin-3-amine C(C)OCOC1=C(C=CC(=C1)C#CC)C1=C(C=C(N=N1)N[C@H]1CN(CCC1)C)C